BrC1=C(N=C(N1COCC[Si](C)(C)C)C)C=O 5-bromo-2-methyl-1-(2-trimethylsilylethoxymethyl)-imidazole-4-carbaldehyde